3-(difluoromethyl)-5-iodo-4-methyl-phenylacetic acid FC(C=1C=C(C=C(C1C)I)CC(=O)O)F